NC(CC)S(=O)(=O)O Amino-propanesulfonic acid